NCCCCCC (2R,3R,4R,5S)-6-aminohexane